N-(2-aminoethyl)-2-[(2R)-4-[4'-(aminomethyl)-3-fluoro-5-methyl-[1,1'-biphenyl]-2-carbonyl]-2-ethylpiperazin-1-yl]-5-(2-ethoxypyridin-3-yl)benzamide NCCNC(C1=C(C=CC(=C1)C=1C(=NC=CC1)OCC)N1[C@@H](CN(CC1)C(=O)C=1C(=CC(=CC1F)C)C1=CC=C(C=C1)CN)CC)=O